1-(Bromomethyl)-2-(trifluoromethoxy)benzene BrCC1=C(C=CC=C1)OC(F)(F)F